FC(CN1C(C2=C(C=C1)C(=CN2)S(=O)(=O)Cl)=O)F 6-(2,2-difluoroethyl)-7-oxo-1H-pyrrolo[2,3-c]pyridine-3-sulfonyl chloride